CC1=C(SC=C1)CC(=O)O methylthiophene-2-acetic acid